(R,S)-{4-[6-Amino-5-(p-chlorophenyl)-4-pyrimidinyl]-1H-pyrazol-1-yl}phenylacetamide NC1=C(C(=NC=N1)C=1C=NN(C1)[C@@H](C(=O)N)C1=CC=CC=C1)C1=CC=C(C=C1)Cl